FC1(CCN(CCC1)C1=C(C(=O)NC=2C=C(C=CC2)[S@](=O)(C)=NC(OC(C)(C)C)=O)C=C(C(=N1)C)C(F)(F)F)F tert-butyl (R)-((3-(2-(4,4-difluoroazepan-1-yl)-6-methyl-5-(trifluoromethyl)nicotinamido)phenyl)(methyl)(oxo)-λ6-sulfaneylidene)carbamate